C1OCC12CN(C2)CCN2C(NC1=C2C=CC=C1)=O 1-(2-(2-Oxa-6-azaspiro[3.3]heptan-6-yl)ethyl)-1,3-dihydro-2H-benzo[d]imidazol-2-one